ClC=1C(=C(C(=O)NC2=CC=C(C=C2)N2C3=C(NC(CC2=O)=O)C2=CC=CC=C2C=C3)C=CC1)OC 5-[4-(3-chloro-2-methoxybenzoylamino)phenyl]-1H-naphtho[1,2-B][1,4]diazepine-2,4(3H,5h)-dione